1,1-diethoxy-7,9-dodecadiene C(C)OC(CCCCCC=CC=CCC)OCC